BrC=1C(=CC(=NC1OC)NC(=O)C1CC(C2=C1C=NC=1N2N=C(C1)Cl)(C)C)C(N(C)OC)=O N-(5-bromo-6-methoxy-4-(methoxy(methyl)carbamoyl)-pyridin-2-yl)-2-chloro-8,8-dimethyl-7,8-dihydro-6H-cyclopenta[e]pyrazolo[1,5-a]pyrimidine-6-carboxamide